NC=1N(C2=C(C(=NC=C2C(=O)OCC)Cl)N1)[C@@H](C)CCCCNC(=O)OCC1=CC=CC=C1 ethyl (S)-2-amino-1-(6-(((benzyloxy)carbonyl)amino)hexan-2-yl)-4-chloro-1H-imidazo[4,5-c]pyridine-7-carboxylate